C(=O)(O)C1=CC(=C(C(=O)NC2=NC=CC=C2)C=C1O)O 2-(4-Carboxy-2,5-dihydroxybenzamido)pyridin